N-(2,2-Diphenylethyl)-N-[2-oxo-2-[3-(triazol-1-yl)pyrrolidin-1-yl]ethyl]prop-2-ynamide C1(=CC=CC=C1)C(CN(C(C#C)=O)CC(N1CC(CC1)N1N=NC=C1)=O)C1=CC=CC=C1